C(C)(C)(C)C=C[Sn] t-butylvinyl-tin